FC1=CC=C(OCC(CO)O)C=C1 3-(4-fluorophenoxy)propane-1,2-diol